C(C1=CC=CC=C1)OC(=O)N1[C@@H](C[C@@H](C1)OC1=CC(=CC=C1)C1=CC=CC=2N1C(=NN2)CCCNCCCOC)C(=O)O (2S,4S)-1-benzyloxycarbonyl-4-[3-[3-[3-(3-methoxypropylamino)propyl]-[1,2,4]triazolo[4,3-a]pyridin-5-yl]phenoxy]pyrrolidine-2-carboxylic acid